OCC(C)N1C=NC2=C(C1=O)C=C(N=C2C=2C=NC=CC2)C2=CC=C(C=C2)C(F)(F)F 3-(1-hydroxy-prop-2-yl)-8-(pyridin-3-yl)-6-(4-(trifluoromethyl)phenyl)pyrido[3,4-d]pyrimidin-4(3H)-one